5-(6-(benzyloxy)-3-(cyclopentylethynyl)-2-fluorophenyl)-1,2,5-thiadiazolidin-3-one 1,1-dioxide C(C1=CC=CC=C1)OC1=CC=C(C(=C1N1CC(NS1(=O)=O)=O)F)C#CC1CCCC1